METHOXY-2,4,5,6,7,7A-HEXAHYDRO-1H-ISOINDOLE COC1NC=C2CCCCC12